2-(pyridin-2-yl)-4-(1,10-phenanthroline-4-yl)phenol N1=C(C=CC=C1)C1=C(C=CC(=C1)C1=CC=NC2=C3N=CC=CC3=CC=C12)O